3-nitro-4H-benzo[e][1,2]oxazine [N+](=O)([O-])C1=NOC2=C(C1)C=CC=C2